NC1=NC(=NC=2N1N=C(N2)C=2OC(=CC2)C)N2[C@@H](CCC2)C(=O)N2CCN(CC2)CC(C)(C)F (S)-(1-(7-amino-2-(5-methylfuran-2-yl)-[1,2,4]triazolo[1,5-a][1,3,5]triazin-5-yl)pyrrolidin-2-yl)(4-(2-fluoro-2-methylpropyl)piperazin-1-yl)methanone